(R)-5-chloro-2-((4-hydroxy-1-(3-phenylbutyryl)piperidin-4-yl)methyl)pyridazin-3(2H)-one ClC1=CC(N(N=C1)CC1(CCN(CC1)C(C[C@@H](C)C1=CC=CC=C1)=O)O)=O